9-(2-chloro-6-fluoro-phenyl)-3-methyl-16-thia-2,4,5,8-tetrazatetracyclo[8.6.0.02,6.011,15]hexadeca-1(10),3,5,8,11(15)-pentaene-13-carbaldehyde ClC1=C(C(=CC=C1)F)C1=NCC2=NN=C(N2C=2SC=3CC(CC3C12)C=O)C